(((7-(5-(chlorodifluoromethyl)-1,2,4-oxadiazol-3-yl)imidazo[1,2-a]pyridin-2-yl)methyl)imino)(2,6-dichlorophenyl)(methyl)-λ6-sulfanone ClC(C1=NC(=NO1)C1=CC=2N(C=C1)C=C(N2)CN=S(=O)(C)C2=C(C=CC=C2Cl)Cl)(F)F